S(=O)(=O)(O)C(S(=O)(=O)OC1=CC=CC=2C3=CC=CC=C3NC12)(S(=O)(=O)[O-])S(=O)(=O)O.[Na+] Sodium carbazolyl disulfomethionate